Cl[C@@H]1[C@@H]([C@H]([C@@H](O[C@@]2(CCl)[C@@H](O)[C@H](O)[C@H](O2)CCl)O[C@@H]1CO)O)O 1,6-dichloro-1,6-dideoxy-β-D-fructo-furanosyl 4-chloro-4-deoxy-α-D-galactopyranoside